2-(4,4,5,5-tetramethyl-1,3,2-dioxaborolane-2-yl)benzo[1,2-b:4,3-b']bisbenzofuran CC1(OB(OC1(C)C)C=1C=CC2=C(C3=C(O2)C=CC=2OC4=C(C23)C=CC=C4)C1)C